(4-((7-(8-ethylnaphthalen-1-yl)-2-((tetrahydro-1H-pyrrolizin-7a(5H)-yl)methoxy)-5,6,7,8-tetrahydropyrido[3,4-d]pyrimidin-4-yl)amino)-1H-pyrazol-1-yl)acetamide C(C)C=1C=CC=C2C=CC=C(C12)N1CC=2N=C(N=C(C2CC1)NC=1C=NN(C1)CC(=O)N)OCC12CCCN2CCC1